CCCCC[C@@H](/C=C/[C@H]1[C@H]2C[C@@H]([C@@H]1C/C=C\\CCCC(=O)OC(CO)CO)OO2)O The molecule is a 2-monoglyceride obtained by formal condensation of the carboxy group of prostaglandin H2 with the 2-hydroxy group of glycerol. It has a role as a human metabolite. It is a 2-monoglyceride, an olefinic compound, an organic peroxide, a prostaglandins H, a secondary alcohol and a bridged compound. It derives from a prostaglandin H2.